C1(=CC=CC=C1)C1=C2C=CC=CC2=C(C2=CC=CC=C12)C1=CC=C(C=C1)C1=CC(=NC(=C1)C1=NC=CC=C1)C1=NC=CC=C1 4'-[4-(10-phenyl-9-anthryl)phenyl]-2,2':6',2''-terpyridine